CC(CC1=CC=CC=C1)(C)O 2-methyl-1-phenylpropan-2-ol